4-(4-(1-Carbamothioyl-5-(4-fluorophenyl)-4,5-dihydro-1H-pyrazol-3-yl)phenoxy)-N-methylpicolinamide C(N)(=S)N1N=C(CC1C1=CC=C(C=C1)F)C1=CC=C(OC2=CC(=NC=C2)C(=O)NC)C=C1